Eicosanedioic Acid mono-tert-butyl ester C(C)(C)(C)OC(CCCCCCCCCCCCCCCCCCC(=O)O)=O